C(C)OC(C(C)(C)OC1=C(C=C(C=C1C)CN1CCN(CC1)CC1=CC(=CC=C1)C(F)(F)F)C)=O 2-(2,6-dimethyl-4-((4-(3-(trifluoromethyl)benzyl)piperazin-1-yl)methyl)phenoxy)-2-methylpropanoic acid ethyl ester